CC1=NNC(=C1)C 3,5-Dimethyl-1H-pyrazol